C(C(C)C)(=O)N1[C@H](CN(C[C@H]1C)C(CC)C1=CC=CC=C1)C(=O)NCC1=CC=C(C=C1)C1=NC=CC=N1 (2R,6R)-1-isobutyryl-6-methyl-4-(1-phenylpropyl)-N-(4-(pyrimidin-2-yl)benzyl)piperazine-2-carboxamide